C(CC)OC1=C(C=CC(=C1)N)N o-propoxy-p-phenylenediamine